2-[(2-mercaptoethyl)thio]-1-propanethiol SCCSC(CS)C